N-(3-dimethylaminopropyl)-1,3-propylenediamine CN(CCCNCCCN)C